2'-chloro-5'-methoxy-6-methyl-N-{5-[(3S)-3-methylmorpholin-4-yl]-[1,3]thiazolo[5,4-d]pyrimidin-2-yl}-[4,4'-bipyridine]-3-carboxamide ClC1=NC=C(C(=C1)C1=C(C=NC(=C1)C)C(=O)NC=1SC=2N=C(N=CC2N1)N1[C@H](COCC1)C)OC